2-bromo-4-cyclopropylbenzo[d]thiazol-6-ol BrC=1SC2=C(N1)C(=CC(=C2)O)C2CC2